C(C=C)(=O)N1C[C@@H](CCC1)CN1C(C=NC=2C=NC(=NC12)NC1=C(C=C(C=C1)N1CCN(CC1)C)OC)=O (R)-8-((1-acryloyl-3-piperidinyl)methyl)-2-((2-methoxy-4-(4-methyl-1-piperazinyl)phenyl)amino)-7(8H)-pteridinone